trans-4-((3-(2-Cyclopropyloxazol-4-yl)-phenyl)((trans-4-(5-methoxy-6-methyl-pyridin-2-yl)cyclohexyl)methyl)carbamoyl)cyclohexyl 3-hydroxyazetidine-1-carboxylate OC1CN(C1)C(=O)O[C@@H]1CC[C@H](CC1)C(N(C[C@@H]1CC[C@H](CC1)C1=NC(=C(C=C1)OC)C)C1=CC(=CC=C1)C=1N=C(OC1)C1CC1)=O